1-(3-(4-Methoxyphenyl)-1,2,4-oxadiazol-5-yl)-N-((1-(3-methylbenzyl)pyrrolidin-3-yl)methyl)piperidine-4-carboxamide COC1=CC=C(C=C1)C1=NOC(=N1)N1CCC(CC1)C(=O)NCC1CN(CC1)CC1=CC(=CC=C1)C